2-(pyridin-4-yl)-N-(4-(N-(3-(trifluoromethyl)benzyl)sulfamoyl)phenyl)cyclopropane-1-carboxamide N1=CC=C(C=C1)C1C(C1)C(=O)NC1=CC=C(C=C1)S(NCC1=CC(=CC=C1)C(F)(F)F)(=O)=O